7-(1-(piperidin-4-ylmethyl)piperidin-4-yl)-1,2,3,4-tetrahydro-1,8-naphthyridine dihydrochloride Cl.Cl.N1CCC(CC1)CN1CCC(CC1)C1=CC=C2CCCNC2=N1